rac-N-((4R,5S)-3-(1-aminocyclopropyl)-7-ethyl-4-(4-fluorophenyl)-6-oxo-1-phenyl-4,5,6,7-tetrahydro-1H-pyrazolo[3,4-b]pyridin-5-yl)-3-(trifluoromethyl)benzamide NC1(CC1)C1=NN(C=2N(C([C@H]([C@@H](C21)C2=CC=C(C=C2)F)NC(C2=CC(=CC=C2)C(F)(F)F)=O)=O)CC)C2=CC=CC=C2 |r|